N-methyl-N-cyclopropyl-2-chloro-5-[4-(4-chloro-phenyloxy)phenylpyrazol-4-yl]nicotinamide CN(C(C1=C(N=CC(=C1)C=1C(=NNC1)C1=CC=C(C=C1)OC1=CC=C(C=C1)Cl)Cl)=O)C1CC1